C(C)(C)(C)OC(=O)N1C([C@@H]2C[C@@]2(C1)C1=C(C=CC(=C1)Cl)F)C(=O)O (1R,5S)-3-(tert-butoxycarbonyl)-5-(5-chloro-2-fluorophenyl)-3-azabicyclo[3.1.0]hexane-2-carboxylic acid